tert-butyl (3S,4R)-3-amino-4-fluoropiperidine-1-carboxylate N[C@H]1CN(CC[C@H]1F)C(=O)OC(C)(C)C